NCCCCN(CCCCN)C N1-(4-aminobutyl)-N1-methylbutan-1,4-diamine